N1=NC=CC2=C1C=CCC2=O 5-benzopyridazinone